tert-butyl ((1r,4r)-4-((5-((E)-4-(2-chlorophenylsulfonamido)-2-methylstyryl)pyrimidin-2-yl)amino)cyclohexyl)carbamate ClC1=C(C=CC=C1)S(=O)(=O)NC1=CC(=C(/C=C/C=2C=NC(=NC2)NC2CCC(CC2)NC(OC(C)(C)C)=O)C=C1)C